N-[5-(4-Formylphenyl)-2-[4-(trifluoromethoxy)phenyl]-1,2,4-triazol-3-yl]acetamide C(=O)C1=CC=C(C=C1)C=1N=C(N(N1)C1=CC=C(C=C1)OC(F)(F)F)NC(C)=O